4-(4-fluorophenyl)-2-hydroxy-6-isopropylpyrimidine-5-carboxylic acid FC1=CC=C(C=C1)C1=NC(=NC(=C1C(=O)O)C(C)C)O